FC1(CCC(CC1)[C@H](NC(=O)C=1C=NN(C1)CCOC(F)(F)F)C1=NC2=C(N1)C=C(C=C2)[C@@H](C)NC(CCC(F)(F)F)=O)F N-[(s)-(4,4-Difluorocyclohexyl)-[6-[(1R)-1-(4,4,4-trifluorobutanoylamino)ethyl]-1H-benzimidazol-2-yl]methyl]-1-[2-(trifluoromethoxy)ethyl]pyrazole-4-carboxamide